C(C)(C)(C)[P@@]1(=NC2=C(C(=C1C1=CC=CC=C1)C1=CC=CC=C1)C=CC(=C2)OC)C2=CC=CC=C2 (R)-2-(tert-butyl)-7-methoxy-2,3,4-triphenyl-2λ5-benzo[e][1,2]azaphosphine